ClC1(CC1)C(CN1NCNC1=S)(CC1=C(C=CC=C1)Cl)O 2-[2-(1-chloro-cyclopropyl)-3-(2-chloro-phenyl)-2-hydroxy-propyl]-1,2,4-triazolidine-3-thione